(1S,3R,4R)-2-benzyl-2-azabicyclo[2.2.1]Heptane-3-carboxylic acid ethyl ester C(C)OC(=O)[C@@H]1N([C@H]2CC[C@@H]1C2)CC2=CC=CC=C2